C(C=C)(=O)N1[C@@H](C=2NC3=CC=CC=C3C2C[C@H]1C(=O)NC1CC1)C1=CC2=C(OCO2)C=C1 (1R,3S)-2-acryloyl-1-(benzo[d][1,3]dioxol-5-yl)-N-cyclopropyl-2,3,4,9-tetrahydro-1H-pyrido[3,4-b]indole-3-carboxamide